Tert-butyl (S)-5-amino-4-(4-((4-((4-(4-cyano-2-fluorophenyl) piperazin-1-yl) methyl) benzyl) oxy)-1-oxoisoindolin-2-yl)-5-oxopentanoate NC([C@H](CCC(=O)OC(C)(C)C)N1C(C2=CC=CC(=C2C1)OCC1=CC=C(C=C1)CN1CCN(CC1)C1=C(C=C(C=C1)C#N)F)=O)=O